2-(10-acetyl-3-methylpyrimidino[5',4':4,5]pyrano[3,2-f]indazol-8(5H)-yl)acetic acid tert-butyl ester C(C)(C)(C)OC(CN1N=C(C=2C=C3C(=CC12)OCC1=C3C=NC(=N1)C)C(C)=O)=O